ammonium butyldithiocarbamate C(CCC)NC([S-])=S.[NH4+]